C(=O)O.CC=1C(=NC(=NC1)NC1=CC2=C(B(OC2)O)C=C1)NC(CC)CC 5-((5-methyl-4-(pentan-3-ylamino)pyrimidin-2-yl)amino)benzo[c][1,2]oxaborol-1(3H)-ol formic acid salt